C1(CC1)C=1OC(=CN1)C(=O)N1[C@@H](C2=C(CC1)NC=N2)C2=NN1C(C(=CC=C1)C)=C2 (S)-(2-cyclopropyloxazol-5-yl)(4-(4-methylpyrazolo[1,5-a]pyridin-2-yl)-1,4,6,7-tetrahydro-5H-imidazo[4,5-c]pyridin-5-yl)methanone